FC1=C(COC(=O)[C@H]2C([C@@H]2\C=C/C)(C)C)C(=C(C(=C1F)COC)F)F 2,3,5,6-tetrafluoro-4-(methoxymethyl)benzyl-(1R,3R)-2,2-dimethyl-3-(Z)-(prop-1-enyl)cyclopropanecarboxylate